C(C)(C)(C)OC(=O)NC(C(=O)O)CC=1C=CC=C2C=CNC12 2-((tert-butoxycarbonyl)amino)-3-(1H-indol-7-yl)propanoic acid